C(CNC(CCCCCCCCCCCCCCCCC)=O)NC(CCCCCCCCCCCCCCCCC)=O N,N'-(ethane-1,2-diyl)di(octadecanamide)